(2R,3R,4R,5S)-2-(hydroxymethyl)-1-{[4-({[4-(pyridazin-3-yl)phenyl]amino}methyl)phenyl]methyl}piperidine-3,4,5-triol OC[C@H]1N(C[C@@H]([C@H]([C@@H]1O)O)O)CC1=CC=C(C=C1)CNC1=CC=C(C=C1)C=1N=NC=CC1